Methyl 5-amino-2-(1-cyclopentyl-1H-pyrazol-4-yl)benzoate NC=1C=CC(=C(C(=O)OC)C1)C=1C=NN(C1)C1CCCC1